6,7-dichloro-8-methoxy-1-((trityloxy)methyl)-2,3-dihydro-1H-pyrrolo[3,4-c]quinoline hydrochloride Cl.ClC1=C(C(=CC=2C3=C(C=NC12)CNC3COC(C3=CC=CC=C3)(C3=CC=CC=C3)C3=CC=CC=C3)OC)Cl